1-(4-(4-methyl-6-oxo-1,4,5,6-tetrahydropyridazin-3-yl)phenyl)guanidine CC1C(=NNC(C1)=O)C1=CC=C(C=C1)NC(=N)N